C(C)(=O)N1CC(C1)NC(=O)C1=C(C(=O)O)C(=CC(=C1)Cl)[N+](=O)[O-] 2-((1-acetylazetidin-3-yl)carbamoyl)-4-chloro-6-nitrobenzoic acid